5,5'-bis(1H-1,2,4-triazole-1-yl)-[1,1'-biphenyl]-3,3'-dicarboxylic acid N1(N=CN=C1)C=1C=C(C=C(C1)C1=CC(=CC(=C1)N1N=CN=C1)C(=O)O)C(=O)O